2-(3,4-dichlorophenyl)-1-ethyl-5-(4-fluorophenyl)-6-methyl-4-oxo-pyridine-3-carboxylic acid ClC=1C=C(C=CC1Cl)C=1N(C(=C(C(C1C(=O)O)=O)C1=CC=C(C=C1)F)C)CC